8-(2-(pyridin-4-yl)propan-2-yl)-7,8-dihydropyrido[1,2-a]indol-9(6H)-one N1=CC=C(C=C1)C(C)(C)C1C(C=2N(C3=CC=CC=C3C2)CC1)=O